BrC=1C(=CC2=C(OCCO2)C1)C1=CC=C(N)C=C1 4-(7-bromo-2,3-dihydrobenzo[b][1,4]dioxin-6-yl)aniline